N[C@@H](CCCCN)C(=O)O.C(CCCCCCC)N1CN(C=C1)C 1-octyl-3-methylimidazole-L-lysine salt